4-(2,6-bis(bis(2-methoxyethyl)amino)-8-(1-methyl-1,4,5,7-tetrahydro-6H-pyrazolo[3,4-c]pyridin-6-yl)pyrimido[5,4-d]pyrimidin-4-yl)-1-methylpiperazin-2-one COCCN(C=1N=C(C2=C(N1)C(=NC(=N2)N(CCOC)CCOC)N2CC1=C(CC2)C=NN1C)N1CC(N(CC1)C)=O)CCOC